CN(C(CCCC(=O)O)CCCC(=O)O)S(=O)(=O)C1=CC=C(C=C1)[N+](=O)[O-] 5-[methyl-(4-nitrophenyl)sulfonyl-amino]azelaic acid